Pyrimidin-4-yl-nicotinonitrile N1=CN=C(C=C1)C1=C(C#N)C=CC=N1